spiro[3.4]octan-3-yl-thiazole-4-carboxamide C1CC(C12CCCC2)C=2SC=C(N2)C(=O)N